(cyclohexylcarbonylamino)isophthalamide C1(CCCCC1)C(=O)NC1=C(C(=O)N)C=CC=C1C(=O)N